NC[C@H](C)OC(CCC(=O)C1=CC2=C(S1)C=C(C(=C2F)OCCCOC=2C(=C1CN(CC1=CC2OC)C(CCC(=O)OC(C)(C)C)=O)F)OC)=O (S)-1-aminopropan-2-yl-4-(5-(3-((2-(4-(tert-butoxy)-4-oxobutanoyl)-4-fluoro-6-methoxyisoindolin-5-yl)oxy)propoxy)-4-fluoro-6-methoxybenzo[b]thiophen-2-yl)-4-oxobutanoate